C(C)(C)(C)OC(=O)NC1C(CC(C1)(F)F)NCC1=CC=2N(N=C1)C=C(N2)[C@H](C2CCC(CC2)(F)F)NC(OC(C)(C)C)=O tert-Butyl ((1S)-(7-(((2-((tert-butoxycarbonyl)amino)-4,4-difluorocyclopentyl)amino)methyl)imidazo[1,2-b]pyridazin-2-yl)(4,4-difluorocyclohexyl)methyl)carbamate